NC1=C(C=CC=C1)C1CCN(CC1)C(=O)OC(C)(C)C tert-Butyl 4-(2-aminophenyl)piperidine-1-carboxylate